C(C)(=O)O[C@H]1C[C@@]2([C@@H]3CC[C@@H]4C[C@H](CC[C@@]4([C@H]3CC[C@@]2([C@H]1C=1C=CC(OC1)=O)C)C)OC(NCCN1CCCC1)=O)O (3S,5R,8R,9S,10S,13R,14S,16S,17R)-14-hydroxy-10,13-dimethyl-17-(2-oxo-2H-pyran-5-yl)-3-(((2-(pyrrolidin-1-yl)ethyl)carbamoyl)oxy)hexadecahydro-1H-cyclopenta[a]phenanthren-16-yl acetate